(S)-2-(1-acryloyl-4-(2-((1-methylpiperidin-4-yl)oxy)-6-(naphthalen-1-ylmethyl)-6,7-dihydro-5H-pyrrolo[3,4-d]pyrimidin-4-yl)piperazin-2-yl)acetonitrile C(C=C)(=O)N1[C@H](CN(CC1)C=1C2=C(N=C(N1)OC1CCN(CC1)C)CN(C2)CC2=CC=CC1=CC=CC=C21)CC#N